1,3-dichloro-7-(methoxymethoxy)isoquinoline ClC1=NC(=CC2=CC=C(C=C12)OCOC)Cl